Cl.C1(=CC=CC=C1)C=1OC=C(N1)[C@@H](C)N (R)-1-(2-phenyloxazol-4-yl)ethan-1-amine hydrochloride